FC1([C@@H](CCC1)OC=1C=2N(C=NC1C=1C=NNC1)N=C(N2)N[C@H](CF)C)F 8-(((R)-2,2-difluorocyclopentyl)oxy)-N-((S)-1-fluoropropan-2-yl)-7-(1H-pyrazol-4-yl)-[1,2,4]triazolo[1,5-c]pyrimidin-2-amine